tert-butyl (2S,4S)-2-({[4-(3-bromo-1H-pyrrolo[3,2-b]pyridin-2-yl)pyridin-3-yl]oxy}methyl)-4-fluoropyrrolidine-1-carboxylate BrC1=C(NC=2C1=NC=CC2)C2=C(C=NC=C2)OC[C@H]2N(C[C@H](C2)F)C(=O)OC(C)(C)C